BrC1=CC=C(C=C1)C1N(CC12CCCCC2)CC2=C1C=CN(C1=C(C=C2C)C)C(=O)OC(C)(C)C tert-butyl 4-((1-(4-bromophenyl)-2-azaspiro[3.5]nonan-2-yl)methyl)-5,7-dimethyl-1H-indole-1-carboxylate